CC(C)[C@@H](CC1=CC(=C(C=C1)OC)OCCCOC)C[C@@H]([C@H](C[C@@H](C(C)C)C(=O)NCC(C)(C)C(=O)N)O)N The molecule is a monomethoxybenzene compound having a 3-methoxypropoxy group at the 2-position and a multi-substituted branched alkyl substituent at the 4-position. It has a role as an antihypertensive agent. It is a monomethoxybenzene and a monocarboxylic acid amide.